NC=1N=C(C2=C(N1)NC(S2)=O)O 5-amino-7-hydroxythiazolo[4,5-d]pyrimidin-2(3H)-one